FC(CN1[C@@H](C=2NC3=CC=CC=C3C2C[C@H]1C)C=1SC(=CC1)OC1CN(C1)CCCF)F (1S,3R)-2-(2,2-difluoroethyl)-1-[5-[1-(3-fluoropropyl)azetidin-3-yl]oxy-2-thienyl]-3-methyl-1,3,4,9-tetrahydropyrido[3,4-b]indole